n-amyl-sulfur C(CCCC)[S]